COC(C1=NC=C(C=C1)CNCC1=CC=NN1C(C)C)=O.C(C)(C)N1N=CC=C1CN(C#N)CC=1C=CC(=NC1)C(=O)OC Methyl 5-((N-((1-isopropyl-1H-pyrazol-5-yl)methyl)cyanamido)methyl)picolinate Methyl-5-((((1-isopropyl-1H-pyrazol-5-yl)methyl)amino)methyl)picolinate